COC(C1=CC=C(C=C1)C1=NC=C(C(=N1)NC=1C=NN(C1)C1CCOCC1)C(F)(F)F)=O 4-(4-((1-(tetrahydro-2H-pyran-4-yl)-1H-pyrazol-4-yl)amino)-5-(trifluoromethyl)pyrimidin-2-yl)benzoic acid methyl ester